[S].C(C)(C)(C)C=1C=C(C=C(C1O)C(C)(C)C)CCC(=O)OCCCCCCCC n-octyl 3-(3,5-di-t-butyl-4-hydroxyphenyl)propionate Sulfur